8-Benzyl-6-(2,3-difluorophenyl)-2-((5-methylfuran-2-yl)methyl)imidazo[1,2-a]pyrazin-3(7H)-one C(C1=CC=CC=C1)C1=C2N(C=C(N1)C1=C(C(=CC=C1)F)F)C(C(=N2)CC=2OC(=CC2)C)=O